cis-2-[4-(cyclopentylamino)phenyl]-1-(9H-fluoren-9-ylmethoxycarbonyl)-2,3,4,4a,5,6,7,7a-octahydrocyclopenta[b]pyridine-3-carboxylic acid C1(CCCC1)NC1=CC=C(C=C1)C1C(CC2C(N1C(=O)OCC1C3=CC=CC=C3C=3C=CC=CC13)CCC2)C(=O)O